N1=C(C=CC=C1)CN[C@@H](CCOC1CC(C1)CCC1=NC=2NCCCC2C=C1)C(=O)O N-picolyl-O-(3-(2-(5,6,7,8-tetrahydro-1,8-naphthyridin-2-yl)ethyl)cyclobutyl)homoserine